5-(5-bromopyrimidin-2-yl)-2-oxa-5-azabicyclo[2.2.1]heptane BrC=1C=NC(=NC1)N1C2COC(C1)C2